2,6-diazabicyclo[3.2.0]heptane-6-carboxylate C12NCCC2N(C1)C(=O)[O-]